4-bromo-1-methyl-pyrazolo[4,3-c]pyridine-6-carboxylic acid methyl ester COC(=O)C1=CC2=C(C(=N1)Br)C=NN2C